O1COC2=C1C=CC(=C2)C=2C=C1C(=NC2)N(N=C1NC(=O)C1=COC=C1)CCC(C)(C)O N-(5-(benzo[d][1,3]dioxol-5-yl)-1-(3-hydroxy-3-methylbutyl)-1H-pyrazolo[3,4-b]pyridin-3-yl)furan-3-carboxamide